3-hydroxypyrrolidine-2-carboxamide OC1C(NCC1)C(=O)N